1-(4,4-Difluorocyclohexyl)-6-((1-(6-Methylbenzo[d]oxazol-2-yl)ethyl)thio)-1,5-dihydro-4H-pyrazolo[3,4-d]pyrimidin-4-on FC1(CCC(CC1)N1N=CC2=C1N=C(NC2=O)SC(C)C=2OC1=C(N2)C=CC(=C1)C)F